6-((1,1-dioxidothiomorpholino)methyl)quinolin O=S1(CCN(CC1)CC=1C=C2C=CC=NC2=CC1)=O